BrC=1C=C2C(=NC1)N(C=C2C=2C=C1C=CNC1=CC2)S(=O)(=O)C2=CC=C(C)C=C2 5-bromo-3-(1H-indol-5-yl)-1-tosyl-1H-pyrrolo[2,3-b]pyridine